FC(C=1C=CC(=NC1)C=1CC=NCC1)(F)F 5-(trifluoromethyl)-3',6'-dihydro-[2,4'-bipyridine]